(cycloheptylamino) propyl ether C(CC)ONC1CCCCCC1